chromium (benzene) C1=CC=CC=C1.[Cr]